3,4'-diaminoBenzophenone NC=1C=C(C(=O)C2=CC=C(C=C2)N)C=CC1